dipropyl-silyl-dioctyl-tin C(CC)C(CCCCCCC[Sn](CCCCCCCC)[SiH3])CCC